(3S,4S)-8-(9-(3,3-dimethylbut-1-yn-1-yl)-7H-imidazo[1,2-c]pyrazolo[4,3-e]pyrimidin-5-yl)-3-methyl-2-oxa-8-azaspiro[4.5]decan-4-amine CC(C#CC1=NNC2=C1C=1N(C(=N2)N2CCC3([C@@H]([C@@H](OC3)C)N)CC2)C=CN1)(C)C